1,3-di-tert-butyl-4,6-benzenediol C(C)(C)(C)C1=CC(=C(C=C1O)O)C(C)(C)C